5-(3-oxo-3-(4-(5-(trifluoromethyl)pyrimidin-2-yl)piperazin-1-yl)propyl)-3-(trifluoromethyl)pyridine O=C(CCC=1C=C(C=NC1)C(F)(F)F)N1CCN(CC1)C1=NC=C(C=N1)C(F)(F)F